(2Z)-2-fluoro-N-(5-fluoro-2,4-dimethylpyridin-3-yl)-3-[3-methyl-1-(oxan-2-yl)indazol-6-yl]prop-2-enamide F\C(\C(=O)NC=1C(=NC=C(C1C)F)C)=C/C1=CC=C2C(=NN(C2=C1)C1OCCCC1)C